FC1=C(NC=2C3=C(N=CN2)C=CC(=N3)O[C@@H]3CN(CC3)C(C=C)=O)C=C(C(=C1)OC[C@H]1COCC1)F 1-[(3S)-3-[4-[2,5-difluoro-4-[[(3R)-tetrahydrofuran-3-yl]methoxy]anilino]-pyrido[3,2-d]pyrimidin-6-yl]oxypyrrolidin-1-yl]prop-2-en-1-one